BrC=1C=C2/C(/C(N(C2=CC1)CCCN1CCN(CC1)C)=O)=N/OC (Z)-5-bromo-1-(3-(4-methylpiperazino)propyl)-3-(methoxyimino)indolin-2-one